BrCC=1C=C(C=CC1)B1OC(C(O1)(C)C)(C)C 2-(3-(bromomethyl)phenyl)-4,4,5,5-tetramethyl-1,3,2-dioxaborolane